ClC=1C=C2C3=C(N(C2=CC1)C(=O)OC(C)(C)C)C(N(CC3)C(=O)OC(C)(C)C)CC(COC(C)=O)OC(C)=O di-tert-butyl 6-chloro-1-(2,3-diacetoxypropyl)-3,4-dihydro-1H-pyrido[3,4-b]indole-2,9-dicarboxylate